FC1=CC=C(C=C1)CN(C=1C=C(C(NN1)=O)O)C 6-{[(4-fluorophenyl)methyl](methyl)amino}-4-hydroxy-pyridazine-3(2H)-one